ClC1=C(C(=C(C=C1OC)OC)Cl)OB(O)O 2,6-dichloro-3,5-dimethoxyphenyl-boric acid